N-Bocmorpholine C(=O)(OC(C)(C)C)N1CCOCC1